COC1=CC=C(C=2SC(=CC21)C(=O)OC)C2=CN(C(C=C2)=O)C methyl 4-methoxy-7-(1-methyl-6-oxo-1,6-dihydropyridin-3-yl)benzo[b]thiophene-2-carboxylate